1,1-Bis(tertiary butylperoxy)-3,3,5-trimethylcyclohexane C(C)(C)(C)OOC1(CC(CC(C1)C)(C)C)OOC(C)(C)C